N-hexadecyl-3-tert-butylcarbonyloxy-pyridin-4-one C(CCCCCCCCCCCCCCC)N1C=C(C(C=C1)=O)OC(=O)C(C)(C)C